OC=1C=CN=C2C=C(C(=NC12)C(=O)O)OC 8-Hydroxy-3-methoxy-1,5-naphthyridine-2-carboxylic acid